2-methyl-1-(2,6,6-trimethylcyclohex-2-en-1-yl)but-2-en-1-one CC(C(=O)C1C(=CCCC1(C)C)C)=CC